4-(4-((1-((4-methoxyphenyl)sulfonyl)azetidin-3-yl)sulfonyl)-3,4-dihydro-2H-pyrido[4,3-b][1,4]-thiazin-8-yl)benzonitrile COC1=CC=C(C=C1)S(=O)(=O)N1CC(C1)S(=O)(=O)N1C2=C(SCC1)C(=CN=C2)C2=CC=C(C#N)C=C2